7-fluoro-8-iodonaphthalene-1,3-diol FC1=CC=C2C=C(C=C(C2=C1I)O)O